C(C1=CC=CC=C1)(=O)O[C@H]1[C@@H](OC[C@@H]1O[Si](C)(C)C(C)(C)C)N1C2=NC=NC(=C2N=C1)NC(C1=CC=CC=C1)=O (2R,3R,4S)-2-(6-benzamido-9H-purin-9-yl)-4-((tert-butyldimethylsilyl)oxy)tetrahydrofuran-3-yl benzoate